C(C1=CC=CC=C1)SCC1=CC=CC=C1 Dibenzyl thioether